C(C)(C)(C)OC(=O)N[C@H](COC=1C=C(C=CC1)CCC(=O)O)CCC(N)=O 3-[3-[(2S)-2-[(tert-butoxycarbonyl)amino]-4-carbamoylbutoxy]phenyl]propanoic acid